C(C)(C)(C)C=1C=C(C=C(C1)C(C)(C)C)NC1=CC=C2C(=N1)N(C=C2)CC2=CC(=CC(=C2)C)C N-(3,5-di-tert-butylphenyl)-1-(3,5-dimethylbenzyl)-1H-pyrrolo[2,3-b]pyridin-6-amine